N[C@@H]1CN(CC[C@H]1F)C1=NC2=C(N1CC(=O)N1CCC(CC1)C(C#N)(C)C)C=C(C(=C2)F)F 2-(1-(2-(2-((3R,4R)-3-Amino-4-fluoropiperidin-1-yl)-5,6-difluoro-1H-benzo[d]imidazol-1-yl)acetyl)piperidin-4-yl)-2-methylpropannitril